2,4-bis(2,4-dimethylphenyl)-6-(2-hydroxy-4-n-octyloxyphenyl)1,3,5-triazine CC1=C(C=CC(=C1)C)C1=NC(=NC(=N1)C1=C(C=C(C=C1)C)C)C1=C(C=C(C=C1)OCCCCCCCC)O